C1(CC1)N(S(=O)(=O)C)C1=CSC2=C1N=C(N=C2N2[C@@H](COCC2)C)C2=C1C(=NC=C2)NC=C1 (R)-N-cyclopropyl-N-(4-(3-methylmorpholino)-2-(1H-pyrrolo[2,3-b]pyridin-4-yl)thieno[3,2-d]pyrimidin-7-yl)methanesulfonamide